N-[2-(1H-indol-3-yl)ethyl]-2-(2-methoxy-5-methyl-3-pyridyl)-7,8-dihydro-6H-pyrimido[5,4-b][1,4]oxazin-4-amine N1C=C(C2=CC=CC=C12)CCNC1=NC(=NC2=C1OCCN2)C=2C(=NC=C(C2)C)OC